ClC1=NC=C(C(=N1)NC1=C(C=CC=C1)CS(=O)(=O)C)Cl 2,5-dichloro-N-(2-((methylsulfonyl)methyl)phenyl)pyrimidin-4-amine